(2s,3r,5s)-5-((benzoyloxy)methyl)tetrahydrofuran-2,3-diacetic acid C(C1=CC=CC=C1)(=O)OC[C@@H]1C[C@@H]([C@@H](O1)CC(=O)O)CC(=O)O